C(C)(C)(C)OC(=O)N1C[C@H](OCC1)[C@@H](C)OC1=C2C=CC=NC2=CC(=C1)Br (2S)-2-[(1R)-1-(7-bromoquinolin-5-yl)oxyethyl]morpholine-4-carboxylic acid tert-butyl ester